ClC1=CN(C2=NC=C(C=C21)C(=O)NC(COCC2=C(C=C(C=C2)C)C)(C)C)C 3-chloro-N-(1-((2,4-dimethylbenzyl)oxy)-2-methylpropan-2-yl)-1-methyl-1H-pyrrolo[2,3-b]pyridine-5-carboxamide